CN(C)CC1[N+](C=C(C(=N1)C1=CC=CC=C1)O)=O 2-[(dimethylamino)methyl]-1-oxo-4-phenyl-1-pyrimidinium-5-ol